EthyleneBisoleamide CCCCCCCC/C=C\CCCCCCCC(=O)NCCNC(=O)CCCCCCC/C=C\CCCCCCCC